CC1=C(C=CC(=C1)OC)NC1=NC2=CC(=C(C=C2C=C1)OC)OC(C)=O 2-((2-methyl-4-methoxyphenyl)amino)-6-methoxy-7-acetoxyquinoline